N-[5-[[4-[5-aminopentyl-(hydroxy)amino]-4-oxobutanoyl]amino]pentyl]-N-hydroxybutanediamide NCCCCCN(C(CCC(=O)NCCCCCN(C(CCC(=O)N)=O)O)=O)O